(3-chloro-4-(pyridin-2-ylmethoxy)phenyl)boronic acid ClC=1C=C(C=CC1OCC1=NC=CC=C1)B(O)O